NC=1N=C(SC1C(C1=CC=C(C=C1)OC(F)F)=O)N(C1=CC=C(C=C1)F)[C@H](C(=O)N)C (S)-2-(N-[4-amino-5-[4-(difluoromethoxy)benzoyl]thiazol-2-yl]-4-fluoro-anilino)propanamide